1-(5-chloropyridin-2-yl)ethanone (S)-α-cyano(3-phenoxybenzyl)(S)-2-(4-chlorophenyl)-3-methylbutyrate C(#N)[C@H](C1=CC(=CC=C1)OC1=CC=CC=C1)OC([C@@H](C(C)C)C1=CC=C(C=C1)Cl)=O.ClC=1C=CC(=NC1)C(C)=O